4-Methoxy-N-(5-oxo-5,6,7,8-tetrahydro-1,6-naphthyridin-3-yl)-2',3',4',5'-tetrahydro-[1,1'-biphenyl]-3-sulfonamide COC1=C(C=C(C=C1)C=1CCCCC1)S(=O)(=O)NC=1C=NC=2CCNC(C2C1)=O